FC(C)(F)C1=NC=CC(=N1)NC1=CC(=NC=C1C1=NC(=CN=C1)OC)NC(C)=O N-(4-((2-(1,1-difluoroethyl)pyrimidin-4-yl)amino)-5-(6-methoxypyrazin-2-yl)pyridin-2-yl)acetamide